(S)-4-isopropyl-5,5-dimethyloxazolidin-2-one C(C)(C)[C@@H]1NC(OC1(C)C)=O